C(C=C)(=O)OCC[Si](OC)(OC)C acryloxyethyl-methyl-dimethoxysilane